OC1=C(C(=NN1C)C(F)(F)F)CSC1=NOC(C1)(C)C 3-[(5-hydroxy-1-methyl-3-trifluoromethyl-pyrazol-4-yl)methylthio]-4,5-dihydro-5,5-dimethyl-isoxazole